1-(2-(1-methoxyethyl)phenyl)-5-(trifluoromethyl)-1H-pyrazole-4-carboxylic acid COC(C)C1=C(C=CC=C1)N1N=CC(=C1C(F)(F)F)C(=O)O